3-((tert-Butyldimethylsilyl)oxy)-4-(4-(2-methoxyphenyl)-3,6-dihydropyridin-1(2H)-yl)butan-1-amine [Si](C)(C)(C(C)(C)C)OC(CCN)CN1CCC(=CC1)C1=C(C=CC=C1)OC